NC[C@@]1(CN(CC1)C1=NN2C(S1)=NC=C2C=2C(=NC(=CC2)C)OC)O (S)-3-(aminomethyl)-1-(5-(2-methoxy-6-methylpyridin-3-yl)imidazo[2,1-b][1,3,4]thiadiazol-2-yl)pyrrolidin-3-ol